3-ethyl-3-phenoxyazetidin C(C)C1(CNC1)OC1=CC=CC=C1